methyl 1-methyl-cyclopentane-1,3-dicarboxylate CC1(CC(CC1)C(=O)[O-])C(=O)OC